1-((4aR,6R,7R,8R,8aR)-7-methoxy-2,2-dimethyl-6-(prop-2-yn-1-yl)hexahydropyrano[3,2-d][1,3]dioxin-8-yl)-4-(3,4,5-trifluorophenyl)-1H-1,2,3-triazol CO[C@@H]1[C@H]([C@H]2OC(OC[C@H]2O[C@@H]1CC#C)(C)C)N1N=NC(=C1)C1=CC(=C(C(=C1)F)F)F